6-bromo-3,3-difluoro-2,4-dihydro-1H-quinoline BrC=1C=C2CC(CNC2=CC1)(F)F